methyl 3,4-dihydroxy-5-methoxy-2-methylbenzoate OC=1C(=C(C(=O)OC)C=C(C1O)OC)C